C1C=CC=CON1 dihydrooxazepine